OC1(CCN(CC1)C(=O)OC(C)(C)C)C(NC1=CC=C(C=C1)C1=CC2=C(N=CN=C2N2CCOCC2)N1)=O tert-butyl 4-hydroxy-4-({4-[4-(morpholin-4-yl)-7H-pyrrolo[2,3-d]pyrimidin-6-yl]phenyl}carbamoyl)piperidine-1-carboxylate